methyl 2-({4-[(2R)-2-(4-chloro-2-fluorophenyl)-1,3-benzodioxol-4-yl]piperidin-1-yl}methyl)-1-[(2S)-oxetan-2-ylmethyl]-1H-benzimidazole-6-carboxylate ClC1=CC(=C(C=C1)[C@H]1OC2=C(O1)C=CC=C2C2CCN(CC2)CC2=NC1=C(N2C[C@H]2OCC2)C=C(C=C1)C(=O)OC)F